2-chloro-N,N-diethyl-10H-phenoxazine-10-butylamine, monohydrochloride Cl.ClC1=CC=2N(C3=CC=CC=C3OC2C=C1)CCCCN(CC)CC